(5S,8S)-N-(3,5-dichloro-benzyl)-5-fluoro-8-hydroxy-5,6,7,8-tetrahydroquinoline-5-carboxamide ClC=1C=C(CNC(=O)[C@]2(C=3C=CC=NC3[C@H](CC2)O)F)C=C(C1)Cl